butylpyridine acetate C(C)(=O)O.C(CCC)C1=NC=CC=C1